BrC1=C(C=C(C=C1)S(=O)(=O)N1CC(C1)C#N)C 1-((4-bromo-3-methylphenyl)sulfonyl)azetidine-3-carbonitrile